CC=1C(=NON1)C(=O)N[C@@H]([C@H](CC(F)(F)F)OC)C1=NC2=C(N1)C=CC(=C2)CN2C(N[C@@H](C2)C(F)(F)F)=O |o1:9,10| 4-Methyl-N-((1R*,2S*)-4,4,4-trifluoro-2-methoxy-1-(5-(((S)-2-oxo-4-(trifluoromethyl)imidazolidin-1-yl)methyl)-1H-benzo[d]imidazol-2-yl)butyl)-1,2,5-oxadiazole-3-carboxamide